4-((5-chloro-4-(1-isopropyl-1H-pyrazol-4-yl)pyrimidin-2-yl)amino)-N-(2-hydroxyphenyl)-3-methoxybenzamide ClC=1C(=NC(=NC1)NC1=C(C=C(C(=O)NC2=C(C=CC=C2)O)C=C1)OC)C=1C=NN(C1)C(C)C